tert-butyl (R)-(1-(3-(N-(6-(7-morpholinothiazolo[5,4-d]pyrimidin-2-yl)pyridin-3-yl)sulfamoyl)benzyl)piperidin-3-yl)carbamate O1CCN(CC1)C=1C2=C(N=CN1)SC(=N2)C2=CC=C(C=N2)NS(=O)(=O)C=2C=C(CN1C[C@@H](CCC1)NC(OC(C)(C)C)=O)C=CC2